ethenoguanosine C1=C[C@@]2([C@@]1([C@@H]([C@H](O2)CO)O)O)N3C=NC4=C3N=C(NC4=O)N